C[C@@H](C(=O)N[C@H]1C2=C(CN3N(C1=O)CCC3)C=CC=C2)CC(=O)NC2=CC(=NN2C)C2=NOC(=C2)C (R)-2-Methyl-N4-(1-methyl-3-(5-methylisoxazol-3-yl)-1H-pyrazol-5-yl)-N1-((S)-11-oxo-2,3,10,11-tetrahydro-1H,5H-benzo[d]pyrazolo[1,2-a][1,2]diazepin-10-yl)succinamide